ClC=1C(=NC(=NC1)NC1=CC=C(C=C1)[S@@](=O)(C)=N)N1CCOC2(CCC2)C1 (S)-(4-((5-chloro-4-(5-oxa-8-azaspiro[3.5]nonan-8-yl)pyrimidin-2-yl)amino)phenyl)(imino)(methyl)-λ6-sulfanone